3-aminosalicylamide NC1=C(C(C(=O)N)=CC=C1)O